Ethyl-(2-cyano-2-(2-(3,5-dichloro-4-((3-methoxy-1-((2-(trimethylsilyl) ethoxy) methyl)-1H-indazol-5-yl) oxy) phenyl) hydrazono) acetyl) carbamate C(N)(OC(C(=NN(C1=CC(=C(C(=C1)Cl)OC=1C=C2C(=NN(C2=CC1)COCC[Si](C)(C)C)OC)Cl)CC)C#N)=O)=O